CC1=CC=C(C=C1)NC(C(=C)C)=O N-(4-methylphenyl)methacrylamide